C(C)(C)C1=C(C=CC=C1)C1=NN2C(C(=N1)NCC1=CC=C(C=C1)C=1N(C=C(N1)C(F)(F)F)C)=CC=C2 2-(2-isopropylphenyl)-N-(4-(1-methyl-4-(trifluoromethyl)-1H-imidazol-2-yl)benzyl)pyrrolo[2,1-f][1,2,4]triazin-4-amine